C(C)N1C(=NC2=CC=CC=C2C1=O)CC1=CC=C(C(=O)NO)C=C1 4-((3-ethyl-4-oxo-3,4-dihydroquinazolin-2-yl)methyl)-N-hydroxybenzamide